2,3-dimethyl-1-cyclopentyl methacrylate C(C(=C)C)(=O)OC1C(C(CC1)C)C